C(#N)C1=CC(=C(C(=O)NCC=2C=NC(=CC2)C(F)(F)F)C=C1)C1CC1 4-cyano-2-cyclopropyl-N-((6-(trifluoromethyl)pyridin-3-yl)methyl)benzamide